8-((2-hydroxyethyl)amino)octanoic acid non-2-yn-1-yl ester C(C#CCCCCCC)OC(CCCCCCCNCCO)=O